(R)-3-((3-(3,4-dimethylphenyl)-6-fluoro-1-methoxyisoquinolin-8-yl)amino)-2,3-dihydrothiophene 1,1-dioxide CC=1C=C(C=CC1C)C=1N=C(C2=C(C=C(C=C2C1)F)N[C@H]1CS(C=C1)(=O)=O)OC